5,6-dihydrobenzo[H]quinazolin-4(3H)-one N1=CNC(C=2CCC3=C(C12)C=CC=C3)=O